2-(4-carboxybenzamido)benzo[d]thiazole-6-carboxylic acid C(=O)(O)C1=CC=C(C(=O)NC=2SC3=C(N2)C=CC(=C3)C(=O)O)C=C1